ethyl 3-((2-carbamoyl-4-(1-methyl-1H-pyrazol-4-yl)phenyl)amino)-3-oxopropanoate C(N)(=O)C1=C(C=CC(=C1)C=1C=NN(C1)C)NC(CC(=O)OCC)=O